FC=1C(=CC2=C(N=C(O2)C)C1)COC1=CC=CC(=N1)C1CCN(CC1)CC1=NC=2C(=NC(=CC2)C(=O)OC(C)C)N1C[C@H]1OCC1 isopropyl (S)-2-((4-(6-((5-fluoro-2-methylbenzo[d]oxazol-6-yl) methoxy) pyridin-2-yl) piperidin-1-yl) methyl)-3-(oxetan-2-ylmethyl)-3H-imidazo[4,5-b]pyridine-5-carboxylate